BrC=1C=C2CC(N3C2=C(C1)CC3)=O 7-bromo-4,5-dihydropyrrolo[3,2,1-hi]indol-2(1H)-one